2,2-dimethyl-3-methylidenebicyclo[2.2.1]heptane CC1(C2CCC(C1=C)C2)C